FC1=C(C=CC(=C1)S(=O)(=O)C)NCC#CC=1N(C=2C=CC=C(C2C1)NC1CCN(CC1)C1CCOCC1)CC(F)(F)F 2-{3-[(2-fluoro-4-methanesulfonyl-phenyl)amino]prop-1-yn-1-yl}-N-[1-(oxan-4-yl)piperidin-4-yl]-1-(2,2,2-trifluoroethyl)-1H-indol-4-amine